N1C(=CC2=CC=CC=C12)C1CC(=O)NC1=O 3-(indol-2-yl)succinimide